(-)-2-chloropropionate ClC(C(=O)[O-])C